(E)-(4-methyl-3-pentenyl)-succinaldehyde CC(=CCCC(C=O)CC=O)C